S(C1=CC=C(C=C1)N=C=S)C1=CC=C(C=C1)N=C=S thio-bis(4-isothiocyanatobenzene)